C1(CCCCC1)C[C@H](N)C(=O)O 3-cyclohexylalanine